COC(=O)C1CCCCC1.C(C)OC(C(COS(=O)(=O)ON1[C@@H]2CC[C@H](N(C1=O)C2)C(=O)N)(C)C)=O ((2S,5R)-6-(((3-ethoxy-2,2-dimethyl-3-oxopropoxy)sulfonyl)oxy)-7-oxo-1,6-diazabicyclo[3.2.1]octane-2-carboxamide) methylcyclohexanecarboxylate